2-Amino-N-(1-(6-(benzylthio)-3,5-dicyano-4-ethylpyridin-2-yl)piperidin-4-yl)acetamide, Trifluoroacetic acid salt FC(C(=O)O)(F)F.NCC(=O)NC1CCN(CC1)C1=NC(=C(C(=C1C#N)CC)C#N)SCC1=CC=CC=C1